amino-2',3'-dideoxyadenosine N[C@@]1(CC[C@@H](CO)O1)N1C=NC=2C(N)=NC=NC12